potassium 5-sulfoisophthalate S(=O)(=O)(O)C=1C=C(C=C(C(=O)[O-])C1)C(=O)[O-].[K+].[K+]